FC1=C(C=CC=C1)N1N=CC(=C1)C(F)(F)F (2-fluorophenyl)4-(trifluoromethyl)1H-pyrazole